1-Cyclopentyl-N-[(6S)-2,4-dimethyl-5-oxo-7,8-dihydro-6H-pyrazolo[1,5-a][1,3]diazepin-6-yl]pyrazolo[3,4-d]pyrimidin-6-carboxamid C1(CCCC1)N1N=CC=2C1=NC(=NC2)C(=O)N[C@@H]2C(N(C=1N(CC2)N=C(C1)C)C)=O